S1C=NC2=C1C=CC(=C2)C2=NN(C(=C2C(=O)N)C(F)(F)F)C2=C1C=CN=C(C1=CC=C2)OC (benzo[d]thiazol-5-yl)-1-(1-methoxyisoquinolin-5-yl)-5-(trifluoromethyl)-1H-pyrazole-4-carboxamide